3,3-Dimethoxy-2-methoxycarbonyl-1-propen-1-ol sodium salt [Na].COC(C(=CO)C(=O)OC)OC